Cl.NC1=C(C(=NN1[C@H](C(F)(F)F)C)C1=CC=C(C=C1)CN)C#N 5-Amino-3-[4-(aminomethyl)phenyl]-1-[(1S)-2,2,2-trifluoro-1-methyl-ethyl]pyrazole-4-carbonitrile hydrochloride